FS(=O)(=O)NS(=O)(=O)C(F)(F)F.[Li] lithium (fluorosulfonyl-trifluoromethanesulfonamide)